C(C(CCO)O)O butane-1,2,4-Triol